(6aR)-8-acryloyl-1-((S)-2-methylazetidin-1-yl)-4-chloro-3-(2-fluoro-6-hydroxyphenyl)-6,6a,7,8,9,10-hexahydro-12H-pyrazino[2,1-c]pyrido[3,4-f][1,4]oxazepin-12-one C(C=C)(=O)N1C[C@@H]2COC3=C(C(N2CC1)=O)C(=NC(=C3Cl)C3=C(C=CC=C3O)F)N3[C@H](CC3)C